N-(1-Methylheptyl)-N'-phenyl-p-phenylendiamin CC(CCCCCC)NC1=CC=C(C=C1)NC1=CC=CC=C1